7-chloro-1-methyl-N-(3-((1-methylpiperidin-4-yl)oxy)-5-(trifluoromethyl)phenyl)-6-(pyrazolo[1,5-a]pyrazin-3-yloxy)-1H-imidazo[4,5-b]pyridin-2-amine ClC1=C2C(=NC=C1OC=1C=NN3C1C=NC=C3)N=C(N2C)NC2=CC(=CC(=C2)C(F)(F)F)OC2CCN(CC2)C